C(C)(C)(C1=CC=CC=C1)OOC(CCC(C)(C)C)=O peroxyneoheptanoic acid α-cumyl ester